3-[(5,6-dimethyl-1,3-benzothiazol-2-yl)carbamoyl]bicyclo[2.2.1]hept-5-ene-2-carboxylic acid CC=1C(=CC2=C(N=C(S2)NC(=O)C2C(C3C=CC2C3)C(=O)O)C1)C